(R)-4-(3-(3-(azetidin-1-yl)pyrrolidine-1-carbonyl)-4-fluorobenzyl)phthalazin-1(2H)-one hydrochloride Cl.N1(CCC1)[C@H]1CN(CC1)C(=O)C=1C=C(CC2=NNC(C3=CC=CC=C23)=O)C=CC1F